5-amino-1-(2-ethoxy-1-naphthoyl)-1H-imidazole-4-carboxamide NC1=C(N=CN1C(=O)C1=C(C=CC2=CC=CC=C12)OCC)C(=O)N